CC1=NC=C(C(=N1)C1=C(C=CC=C1)C#C[Si](C)(C)C)C(=O)OCC ethyl 2-methyl-4-(2-((trimethylsilyl)ethynyl) phenyl)pyrimidin-5-carboxylate